C(CCC)N1N=NN=C1C(C=1C=C(C=CC1)O)N1CCN(CC1)C1=NC(=CC=C1)C(F)(F)F 3-((1-butyl-1H-tetrazol-5-yl)(4-(6-(trifluoromethyl)pyridin-2-yl)piperazin-1-yl)methyl)phenol